Methyl (1S,2S,4R,5R)-7-bromo-8-oxatricyclo[3.2.1.02,4]oct-6-ene-6-carboxylate BrC1=C([C@H]2[C@@H]3C[C@@H]3[C@@H]1O2)C(=O)OC